BrC=1C=C2C(=NC(N(C2=CC1C1CC1)C1=C(C=CC=C1)Cl)=O)N[C@@H]1[C@@H](C1)F 6-bromo-1-(2-chlorophenyl)-7-cyclopropyl-4-(((1S,2R)-2-fluorocyclopropyl)amino)quinazolin-2(1H)-one